Cl.C(C)OC(C[C@@H](C1=CC=C(C=C1)Cl)N)=O (3S)-3-amino-3-(4-chlorophenyl)propionic acid ethyl ester hydrochloride